FC(C1=C(C=C(C=C1)CC(=O)O)CCN[C@@H]([C@H]1CNC2=CC=CN=C2C1)C1=CC=CC=C1)F 2-(4-(difluoromethyl)-3-(2-(((S)-phenyl((R)-1,2,3,4-tetrahydro-1,5-naphthyridin-3-yl)methyl)amino)ethyl)phenyl)acetic acid